C(C)OC(=O)C=1N=CSC1CCCOC1=C(C=C(C=C1)C#CCNC)F 5-(3-{2-fluoro-4-[3-(methylamino)prop-1-yn-1-yl]Phenoxy}propyl)-1,3-thiazole-4-carboxylic acid ethyl ester